FC(CC=1C(=NC(=NC1OC)NS(=O)(=O)C1=CNC2=C(C(=CC=C12)F)C1=NC=CC=N1)OC)F N-[5-(2,2-difluoroethyl)-4,6-dimethoxy-pyrimidin-2-yl]-6-fluoro-7-(2-pyrimidyl)-1H-indole-3-sulfonamide